24-(3-fluoro-bicyclo[1.1.1]pent-1-yl)tetracosanoic acid FC12CC(C1)(C2)CCCCCCCCCCCCCCCCCCCCCCCC(=O)O